4-((1-((3-fluorophenyl)amino)-1-oxopropan-2-yl)oxy)benzoic acid FC=1C=C(C=CC1)NC(C(C)OC1=CC=C(C(=O)O)C=C1)=O